NC=1C(=C(C=C2C=C(N=CC12)NC1=NN2CC(NCCC2=C1)=O)C=1C=NC=2C(CCNC2C1C)(F)F)F 2-((8-amino-6-(8,8-difluoro-4-methyl-5,6,7,8-tetrahydro-1,5-naphthyridin-3-yl)-7-fluoroisoquinolin-3-yl)amino)-5,6-dihydro-4H-pyrazolo[1,5-d][1,4]diazepin-7(8H)-one